The molecule is an aromatic ketone that is aniline substituted at position 2 by a 3-aminopropanoyl group. It has a role as a metabolite. It is a substituted aniline, a primary amino compound and an aromatic ketone. C1=CC=C(C(=C1)C(=O)CCN)N